C(CCC)OC1=CC=C(C=C1)CC(=O)NN1C(=NC2=CC=CC=C2C1=O)N(C)CCOC 2-(4-Butoxy-phenyl)-N-{2-[(2-methoxy-ethyl)-methyl-amino]-4-oxo-4H-quinazolin-3-yl}-acetamide